4,4'-bis(4-chlorophenylsulfonyl)biphenyl ClC1=CC=C(C=C1)S(=O)(=O)C1=CC=C(C=C1)C1=CC=C(C=C1)S(=O)(=O)C1=CC=C(C=C1)Cl